(1-methyl-1H-pyrrolo[2,3-b]pyridin-2-yl)boronic acid CN1C(=CC=2C1=NC=CC2)B(O)O